tert-butyl 4-(7-amino-6-fluoro-1-tetrahydropyran-2-yl-indazol-4-yl)piperazine-1-carboxylate NC=1C(=CC(=C2C=NN(C12)C1OCCCC1)N1CCN(CC1)C(=O)OC(C)(C)C)F